CC(C(CC)=O)=O Pentan-2,3-dion